N-{4-(1,2'-binaphthalen-7-yl)phenyl}-9-(9H-carbazol-9-yl)-N-phenyldibenzo[b,d]furan-3-amine C1(=CC=CC2=CC=C(C=C12)C1=CC=C(C=C1)N(C=1C=CC2=C(OC3=C2C(=CC=C3)N3C2=CC=CC=C2C=2C=CC=CC32)C1)C1=CC=CC=C1)C1=CC3=CC=CC=C3C=C1